C1(OCC(C)O1)=O.[NH4+] ammonium propylene carbonate